(2S)-2-(4-(2-(Aminomethyl)-4-oxo-3,4-dihydroquinazolin-7-yl)-1-methyl-1H-pyrazole-5-yl)-4-chloro-3-fluoro-6-(3-methylazetidin-1-yl)benzonitrile NCC1=NC2=CC(=CC=C2C(N1)=O)C=1C=NN(C1C1=C(C#N)C(=CC(=C1F)Cl)N1CC(C1)C)C